citraconamide C(\C(\C)=C/C(=O)N)(=O)N